CC1N(CCC1)C1=NC=2N(C=C1)N=CC2N 5-(2-Methylpyrrolidin-1-yl)pyrazolo[1,5-a]pyrimidin-3-amine